5-Bromo-N4-(2-((dimethylamino)methyl)-5-fluorophenyl)-N2-(2-methoxy-5-methyl-4-(4-(4-Methylpiperazin-1-yl)piperidin-1-yl)phenyl)pyrimidine-2,4-diamine BrC=1C(=NC(=NC1)NC1=C(C=C(C(=C1)C)N1CCC(CC1)N1CCN(CC1)C)OC)NC1=C(C=CC(=C1)F)CN(C)C